NC(C(CCC(=O)OC(C)(C)C)N1C(C2=CC=C(C=C2C1)C(CN(C)C(=O)C1CCC(CC1)(C)C)=O)=O)=O tert-Butyl 5-amino-4-(5-(N-(4,4-dimethylcyclohexane-1-carbonyl)-N-methylglycyl)-1-oxoisoindolin-2-yl)-5-oxopentanoate